[K+].CN1CCC(CC1)C(=O)[O-] N-methylpiperidine-4-carboxylic acid potassium salt